ClC/1=C(NC(C\C1=N/OS(=O)(=O)C)C1=C(C(=C(C=C1)Cl)OC)F)C(=O)OCC ethyl (E)-3-chloro-6-(4-chloro-2-fluoro-3-methoxyphenyl)-4-(((methylsulfonyl)oxy)imino)-1,4,5,6-tetrahydropyridine-2-carboxylate